O=C1NC(CCC1N1C(C2=CC=CC(=C2C1=O)NCC1=CN=C(O1)C1CCN(CC1)C(=O)OC(C)(C)C)=O)=O tert-Butyl 4-(5-(((2-(2,6-dioxopiperidin-3-yl)-1,3-dioxoisoindolin-4-yl)amino)methyl)oxazol-2-yl)piperidine-1-carboxylate